2-(3-oxa-8-azabicyclo[3.2.1]octan-8-yl)-1-methyl-1H-benzo[d]imidazol-5-amine C12COCC(CC1)N2C2=NC1=C(N2C)C=CC(=C1)N